3-{(3r,4r)-4-methyl-3-[methyl-(7H-pyrrolo[2,3-d]pyrimidin-4-yl)amino]piperidin-1-yl}-3-oxopropionitrile C[C@H]1[C@H](CN(CC1)C(CC#N)=O)N(C=1C2=C(N=CN1)NC=C2)C